7α-methoxy-3-(1-methyl-1H-5-tetrazolyl)thiomethyl-1-oxa-3-cephem-4-carboxylic acid CO[C@@H]1[C@@H]2N(C(=C(CO2)CSC2=NN=NN2C)C(=O)O)C1=O